didodecyl-imidazole (6-acryloxyhexyloxy)-benzoate C(C=C)(=O)OCCCCCCOC1=C(C(=O)O)C=CC=C1.C(CCCCCCCCCCC)C1=C(N=CN1)CCCCCCCCCCCC